6-[1-(azetidin-3-yl)pyrazol-4-yl]-3-methyl-8-[(2R)-2-(trifluoromethyl)azetidin-1-yl]imidazo[1,2-a]pyrazine N1CC(C1)N1N=CC(=C1)C=1N=C(C=2N(C1)C(=CN2)C)N2[C@H](CC2)C(F)(F)F